1-cyclobutyl-5-[4-(4,4,5,5-tetramethyl-1,3,2-dioxaborolan-2-yl)-3,6-dihydro-2H-pyran-6-yl]pyridin-2-one C1(CCC1)N1C(C=CC(=C1)C1C=C(CCO1)B1OC(C(O1)(C)C)(C)C)=O